C(CCC)OC(=O)N(C)CC1=C(SC(=C1)Cl)C1=CC=C(C(=N1)C)O[C@@H]1C[C@H](CCC1)C(=O)O (1S,3S)-3-((6-(3-(((butoxycarbonyl)(methyl)amino)methyl)-5-chlorothiophen-2-yl)-2-methylpyridin-3-yl)oxy)cyclohexane-1-carboxylic acid